C1(CC1)CN1C(N(C(C2=CC(=C(C=C12)C)S(NC1(CC1)C)(=O)=O)=O)NC(=O)C12CC2C1)=O N-(1-(cyclopropylmethyl)-7-methyl-6-(N-(1-methylcyclopropyl)sulfamoyl)-2,4-dioxo-1,4-dihydroquinazolin-3(2H)-yl)bicyclo[1.1.0]butane-1-carboxamide